1-(tert-butyl) 4-ethyl (S)-5-isothiocyanato-6-methyl-3,6-dihydropyridine-1,4(2H)-dicarboxylate N(=C=S)C1=C(CCN([C@H]1C)C(=O)OC(C)(C)C)C(=O)OCC